N1N=NC2=C1C=CC(=C2)C#CC2=C(C=CC=1C(=NOC12)NC1=CC(=CC=C1)C(F)(F)F)C 7-((1H-benzo[d][1,2,3]triazol-5-yl)ethynyl)-6-methyl-N-(3-(trifluoromethyl)phenyl)benzo[d]isoxazol-3-amine